C(C)C1(COC1)COCC1(COC1)CC 3-ethyl-3-{[(3-ethyloxetan-3-yl)methoxy]methyl}oxetane